6-(4-chlorostyryl)-N-(2-(2-cyano-4,4-difluoropiperidin-1-yl)-2-oxoethyl)quinoline-4-carboxamide ClC1=CC=C(C=CC=2C=C3C(=CC=NC3=CC2)C(=O)NCC(=O)N2C(CC(CC2)(F)F)C#N)C=C1